2-[1-[(2,3-difluorophenyl)methyl]-5-oxopyrrolidin-2-yl]-N-[2-[4-(trifluoromethoxy)phenyl]ethyl]acetamide FC1=C(C=CC=C1F)CN1C(CCC1=O)CC(=O)NCCC1=CC=C(C=C1)OC(F)(F)F